NCC=1N=C2N(C(N(C=C2)C2CC2)=O)C1 2-(aminomethyl)-6-cyclopropylimidazo[1,2-c]pyrimidin-5(6H)-one